N-(4-(4-bromo-1-methyl-1H-pyrazol-3-yl)-7-methoxypyrido[3,2-d]pyrimidin-6-yl)cyclopropanecarboxamide BrC=1C(=NN(C1)C)C=1C2=C(N=CN1)C=C(C(=N2)NC(=O)C2CC2)OC